2,2,2-trifluoro-N-(4-(4-((4-hydroxypiperidin-4-yl)methyl)piperazin-1-yl)phenyl)acetamide FC(C(=O)NC1=CC=C(C=C1)N1CCN(CC1)CC1(CCNCC1)O)(F)F